N-(2-chloro-5H,6H,7H-cyclopenta[d]pyrimidin-4-yl)-N-methylglycine ClC=1N=C(C2=C(N1)CCC2)N(CC(=O)O)C